4-methyl-2-oxo-2H-chromen-7-yl 2-((2-phenylacetamido) methyl)piperazine-1-carboxylate hydrochloride Cl.C1(=CC=CC=C1)CC(=O)NCC1N(CCNC1)C(=O)OC1=CC=C2C(=CC(OC2=C1)=O)C